C(CCCCCCCCCCCCCCC)(=O)OCC(OC(CCCCCCC\C=C/CCCCCCCC)=O)COC(CCC)=O 1-palmitoyl-2-oleoyl-3-butyryl-glycerol